[1-(3,5-Difluoro-2-pyridinyl)triazol-4-yl]-[(1R,4R)-4-(1,5-dimethylpyrazol-4-yl)-1-methyl-3,4-dihydro-1H-isoquinolin-2-yl]methanone FC=1C(=NC=C(C1)F)N1N=NC(=C1)C(=O)N1[C@@H](C2=CC=CC=C2[C@@H](C1)C=1C=NN(C1C)C)C